(fluoro(2-(((3S,6S,9aS)-3-(3-(2-morpholinophenyl)azetidine-1-carbonyl)-5-oxooctahydro-1H-pyrrolo[1,2-a]azepin-6-yl)carbamoyl)benzo[b]thiophen-5-yl)methyl)phosphonic acid FC(C1=CC2=C(SC(=C2)C(N[C@H]2CCC[C@@H]3N(C2=O)[C@@H](CC3)C(=O)N3CC(C3)C3=C(C=CC=C3)N3CCOCC3)=O)C=C1)P(O)(O)=O